methyl 3-{(R)-1-[3-methyl-6-methyl-4-oxo-2-(4-piperidyl)-8-quinazolinyl]ethylamino}-6-chloro-2-pyridinecarboxylate CN1C(=NC2=C(C=C(C=C2C1=O)C)[C@@H](C)NC=1C(=NC(=CC1)Cl)C(=O)OC)C1CCNCC1